C(CCCCCCC\C=C/CCCCCCCC)(=O)O.C(CCCCCCC\C=C/CCCCCCCC)(=O)O.C1CO1 ethylene-oxide dioleate